2-(4-chlorophenyl)-3-(2,5-diazabicyclo-[2.2.2]oct-2-ylmethyl)imidazo[1,2-a]pyrimidine dihydrochloride Cl.Cl.ClC1=CC=C(C=C1)C=1N=C2N(C=CC=N2)C1CN1C2CNC(C1)CC2